CC=1N=[Sn-]NC1C 4,5-dimethyl-(4R,5R)-1,3,2-diazastannolide